C(C)C1(CCN(CC1)C(=O)C=1C=NN(C1)C)NC(C(=O)C1=C(C(=C(N1C)C)C(=O)NC1=CC(=C(C=C1)F)C)C)=O 5-(2-((4-ethyl-1-(1-methyl-1H-pyrazole-4-carbonyl)piperidin-4-yl)amino)-2-oxoacetyl)-N-(4-fluoro-3-methylphenyl)-1,2,4-trimethyl-1H-pyrrole-3-carboxamide